tert-butyl 4-[3-(2,6-dibenzyloxy-3-pyridyl)-7-fluoro-1-methyl-indazol-6-yl]-3,6-dihydro-2H-pyridine-1-carboxylate C(C1=CC=CC=C1)OC1=NC(=CC=C1C1=NN(C2=C(C(=CC=C12)C=1CCN(CC1)C(=O)OC(C)(C)C)F)C)OCC1=CC=CC=C1